C(C(=C)C)(=O)OCCNC(C)(C)C Tert-butylamino-ethyl methacrylate